C(C)(C)NC1=CC(=NC=C1C=1SC(=NN1)N1CCNCC1)C1=CC=C2N1N=CC(=C2)C#N 7-[4-(isopropylamino)-5-[5-(piperazin-1-yl)-1,3,4-thiadiazol-2-yl]Pyridin-2-yl]Pyrrolo[1,2-b]Pyridazine-3-carbonitrile